2-cyclobutyl-2-((2-nitrophenyl)amino)acetic acid C1(CCC1)C(C(=O)O)NC1=C(C=CC=C1)[N+](=O)[O-]